6-(6-(cyclohexanecarbonyl)naphthalen-1-yl)isoquinolin-1(2H)-one C1(CCCCC1)C(=O)C=1C=C2C=CC=C(C2=CC1)C=1C=C2C=CNC(C2=CC1)=O